FC=1C(=CC=C2C(=NC(=NC12)OC[C@H]1N(CCC1)C)N1[C@@H]2CCN([C@@H]2C1)C(C=C)=O)C1=CN=CC=2CCCCC12 ((1R,5R)-6-(8-fluoro-2-(((S)-1-methylpyrrolidin-2-yl)methoxy)-7-(5,6,7,8-tetrahydroisoquinolin-4-yl)quinazolin-4-yl)-2,6-diazabicyclo[3.2.0]hept-2-yl)prop-2-en-1-one